Methyl 4-oxo-4-[[(2R,3S,4R)-3,4,5-trihydroxytetra-hydrofuran-2-yl]methylamino]-butanoate O=C(CCC(=O)OC)NC[C@H]1OC([C@@H]([C@@H]1O)O)O